CC1(CN(C=2C1=NC=CC2)C(=O)N2CCC(CC2)N(C)CC2=CC(=C(C#N)C=C2)F)C 4-(((1-(3,3-dimethyl-2,3-dihydro-1H-pyrrolo[3,2-b]pyridine-1-carbonyl)piperidin-4-yl)(methyl)amino)methyl)-2-fluorobenzonitrile